NC1=C(C(=O)O)C=C(C=C1)N1C=NC(=C1)C 2-amino-5-(4-methylimidazol-1-yl)benzoic acid